3,4-dihydro-2-methyl-4-oxoquinazolin CC1=NC2=CC=CC=C2C(N1)=O